BrC=1C(=C(C=CC1)C1=C(C(=NC=C1)C1=CC(=C(C=O)C=C1)OC)Cl)Cl 4-[4-(3-bromo-2-chloro-phenyl)-3-chloro-2-pyridyl]-2-methoxy-benzaldehyde